CN1C(=O)C(=O)C2=CC(=CC=C12)Cl n-methyl-5-chloroisatin